N-(4-((3R,4S)-3-fluoro-4-methoxypiperidin-1-yl)-1,3,5-triazin-2-yl)-5-isopropyl-8-((2R,3S)-2-methyl-3-(methylsulfonylmethyl)azetidin-1-yl)isoquinolin-3-amine F[C@@H]1CN(CC[C@@H]1OC)C1=NC(=NC=N1)NC=1N=CC2=C(C=CC(=C2C1)C(C)C)N1[C@@H]([C@H](C1)CS(=O)(=O)C)C